[5-(4-hydroxy-1-piperidyl)-2-pyridyl]amino-6H-1,6-naphthyridin-5-one OC1CCN(CC1)C=1C=CC(=NC1)NC1=NC=2C=CNC(C2C=C1)=O